OC1=CC2=C(N=CN2)C=C1 5-hydroxybenzimidazole